N[C@@H]1COC[C@@H]([C@H]1O)N1N=NC(=C1)C1=CC(=CC=C1)F (3R,4S,5S)-3-amino-5-(4-(3-fluorophenyl)-1H-1,2,3-triazol-1-yl)tetrahydro-2H-pyran-4-ol